N1=C(C=CC=C1)C1=NC=CC=C1 2,2'-bipyridinyl